2H-imidazo[4,5-d][1,2,3]triazin-4-amine N=1NN=C(C=2C1N=CN2)N